ClC=1C=2C(N=C3N(C2C=CC1)C1=CC=C(C=C1C3(C)C)C3CCN(CC3)C[C@@H]3CN(CC3)C=3C=C1C(N(C(C1=CC3)=O)C3C(NC(CC3)=O)=O)=O)=O 5-((R)-3-((4-(4-chloro-7,7-dimethyl-5-oxo-5,7-dihydroindolo[1,2-a]quinazolin-9-yl)piperidin-1-yl)methyl)pyrrolidin-1-yl)-2-(2,6-dioxopiperidin-3-yl)isoindoline-1,3-dione